4-methylpentan-2-yl α-isobutyryloxyisobutyrate C(C(C)C)(=O)OC(C(=O)OC(C)CC(C)C)(C)C